NC1=NC(=C2N=CN(C2=N1)CC(=O)NC1=CC(=NN1CC)C)NC1=C(C=CC(=C1)OC)Cl 2-(2-amino-6-((2-chloro-5-methoxyphenyl)amino)-9H-purin-9-yl)-N-(1-ethyl-3-methyl-1H-pyrazol-5-yl)acetamide